8-ethoxy-N-((3R,4S)-3-methyl-1-((3-(pyrrolidin-1-yl)propyl)sulfonyl)piperidin-4-yl)-7-(1H-pyrazol-4-yl)-[1,2,4]triazolo[1,5-a]pyridin-2-amine C(C)OC=1C=2N(C=CC1C=1C=NNC1)N=C(N2)N[C@@H]2[C@@H](CN(CC2)S(=O)(=O)CCCN2CCCC2)C